FC=1C(=C(C=CC1)NC1=C(NC2=C1C(NCC2)=O)C2=CC=NC1=C2N=C(N=C1)N1CCNCC1)OC 3-[(3-fluoro-2-methoxyphenyl)amino]-2-[2-(piperazin-1-yl)pyrido[3,2-d]pyrimidin-8-yl]-1h,5h,6h,7h-pyrrolo[3,2-c]pyridin-4-one